Cl.CC1=CC2=C(SC=C2N)C=C1 5-methylbenzo[b]thiophen-3-amine hydrochloride